C1(CC1)C=1N=NN(C1)[C@@H](C(=O)N1[C@@H](C[C@H](C1)O)C(=O)NC1CS(C12CCOCC2)(=O)=O)C(C)(C)C (2S,4R)-1-[(2R)-2-(4-cyclopropyltriazol-1-yl)-3,3-dimethyl-butanoyl]-N-(1,1-dioxo-7-oxa-1lambda6-thiaspiro[3.5]nonan-3-yl)-4-hydroxy-pyrrolidine-2-carboxamide